C1(CCCC1)SC=1C=2N(N=CC1C(=NC1=C(C=C(C=C1)O)CC)N)C=C(C2)C=2C=NC(=CC2)OC 4-cyclopentylsulfanyl-N'-(2-ethyl-4-hydroxy-phenyl)-6-(6-methoxy-3-pyridyl)pyrrolo-[1,2-b]pyridazine-3-carboxamidine